C[Si]1(O[Si](O[Si](O[Si](O[Si](O[Si](O[Si](O1)(C)C)(C)C)(C)C)(C)C)(C)C)(C)C)C tetradecamethylcycloheptasiloxane